C(CCCCCCCCCCCC=CCCCCCC)(=O)OCCCCCCCCCCCCCCCCCCCCC(=O)O 21-(eicos-13-enoyloxy)-heneicosanoic acid